4-((2,4-dichloro-5-methoxyphenyl)amino)-7-(3-(4-(7-((2-(2,6-dioxopiperidin-3-yl)-1-oxoisoindolin-4-yl)oxy)heptanoyl)piperazin-1-yl)propoxy)-6-methoxyquinoline-3-carbonitrile ClC1=C(C=C(C(=C1)Cl)OC)NC1=C(C=NC2=CC(=C(C=C12)OC)OCCCN1CCN(CC1)C(CCCCCCOC1=C2CN(C(C2=CC=C1)=O)C1C(NC(CC1)=O)=O)=O)C#N